Cl.ClCC1=NNC=C1 3-(chloromethyl)-1H-pyrazole hydrochloride